OC=1C=C(C)C=C(C1)O L-3,5-dihydroxytoluene